ClC1=CC=C(C=C1)COC(NC1=CC=C(C=C1)CNC(=O)N1CCOCC1)=O.FC(C1=CC=C(C=C1)N1CCNCC1)(F)F 4-(Trifluoromethyl)phenyl-piperazine (4-chlorophenyl)methyl-N-{4-[1-(morpholine-4-carbonylamino)methyl]phenyl}carbamate